2-(2-((2-(1H-naphtho[2,3-d]imidazol-2-yl)ethyl)amino)ethyl)-N-((3-fluoropyridin-2-yl)methyl)oxazole-4-carboxamide N1C(=NC2=C1C=C1C=CC=CC1=C2)CCNCCC=2OC=C(N2)C(=O)NCC2=NC=CC=C2F